3-(4-chloro-5-(pyrrolidin-1-ylmethyl)-7H-pyrrolo[2,3-d]pyrimidin-7-yl)benzonitrile ClC=1C2=C(N=CN1)N(C=C2CN2CCCC2)C=2C=C(C#N)C=CC2